COC(C=C(CCC=C(C)C)C)OC CITRAL DIMETHYL ACETAL